indeno[1,2-a]indene-4b,9a(9H,10H)-diol C1=C2CC3(C(C2=CC=C1)(C=1C=CC=CC1C3)O)O